FC(C(CN1N=C(C=C1CO)C1=NC=C(C=C1)F)(O)C)(F)F 1,1,1-Trifluoro-3-(3-(5-fluoropyridin-2-yl)-5-(hydroxymethyl)-1H-pyrazol-1-yl)-2-methylpropan-2-ol